4-(4-Amino-2,6-dimethylbenzyl)-2-(allyl)phenol NC1=CC(=C(CC2=CC(=C(C=C2)O)CC=C)C(=C1)C)C